1-(5-(5-((6,7-Difluoro-4-oxo-3,4-dihydrophthalazin-1-yl)methyl)-2-fluorophenyl)-1H-benzoimidazol-2-yl)-3-ethylurea FC=1C=C2C(NN=C(C2=CC1F)CC=1C=CC(=C(C1)C1=CC2=C(NC(=N2)NC(=O)NCC)C=C1)F)=O